(R)-4-(2-amino-3-phenylpropoxy)-2-methoxynicotinic acid phenylmethyl ester C1(=CC=CC=C1)COC(C1=C(N=CC=C1OC[C@@H](CC1=CC=CC=C1)N)OC)=O